methyl 3-hydroxy-6-iodopicolinate OC=1C(=NC(=CC1)I)C(=O)OC